COCCNC=1C=C(C(=O)O)C=CC1[N+](=O)[O-].FC=1C=C2C=CC=NC2=C(C1)NS(=O)(=O)C=1C=CC=C2C=CC=NC12 N-(6-fluoroquinolin-8-yl)quinoline-8-sulfonamide 3-((2-methoxyethyl)amino)-4-nitrobenzoate